1-Ethyl 7-methylpyrazolo[1,5-a]pyrimidine-3-carboxylate CC1=CC=NC=2N1N=CC2C(=O)OCC